COC=1C=C(C=CC1OC)C1=CC=C(C=C1)N 3',4'-dimethoxy-[1,1'-biphenyl]-4-amine